L-methionyl-N1-[2-(2,5-dioxo-2,5-dihydro-1H-pyrrol-1-yl)ethyl]-L-isoleucinamide mono(trifluoroacetate) FC(C(=O)O)(F)F.N[C@@H](CCSC)C(=O)N[C@@H]([C@@H](C)CC)C(=O)NCCN1C(C=CC1=O)=O